FC(OC=1C=CC(=C(C1)[C@H](CC(=O)[O-])NC(CNC(=O)C1=CC(=C2C=NNC2=C1)NC=1NCC(CN1)F)=O)F)F (3S)-3-(5-(difluoromethoxy)-2-fluorophenyl)-3-(2-(4-((5-fluoro-1,4,5,6-Tetrahydropyrimidin-2-yl)amino)-1H-indazole-6-carboxamido)acetamido)propanoate